(4-cyclopropyl-2-methylphenyl)boronic acid C1(CC1)C1=CC(=C(C=C1)B(O)O)C